FC1=CC2=C(C(CO2)C2CNCCC2)C=C1 3-(6-fluoro-2,3-dihydro-1-benzofuran-3-yl)piperidine